ClC1=CC(=C(COC2=NC=3CCN(CC3C=C2)CC2=NC=3C(=NC(=CC3)C(=O)O)N2C[C@H]2OCC2)C=C1)F (S)-2-((2-((4-chloro-2-fluorobenzyl)oxy)-7,8-dihydro-1,6-naphthyridin-6(5H)-yl)methyl)-3-(oxetan-2-ylmethyl)-3H-imidazo[4,5-b]pyridine-5-carboxylic acid